[Na+].C(CCCCCCCCCCC)C(C1=CC=CC=C1)S(=O)(=O)[O-] dodecyl-toluenesulfonic acid sodium salt